3-[[3-[1-(3-isopropoxyphenyl)vinyl]-5-(trifluoromethyl)-2-pyridyl]amino]-5,5-dimethyl-cyclohex-2-en-1-one C(C)(C)OC=1C=C(C=CC1)C(=C)C=1C(=NC=C(C1)C(F)(F)F)NC1=CC(CC(C1)(C)C)=O